2-(4-bromo-5-(4-chlorophenyl)-2-oxo-2,3-dihydro-1H-imidazol-1-yl)acetic acid BrC=1NC(N(C1C1=CC=C(C=C1)Cl)CC(=O)O)=O